propan-2-yl 5-{2-[2-(5-methoxyquinoline-8-sulfonamido)phenyl]ethynyl}pyridine-2-carboxylate COC1=C2C=CC=NC2=C(C=C1)S(=O)(=O)NC1=C(C=CC=C1)C#CC=1C=CC(=NC1)C(=O)OC(C)C